C(N)(=N)C=1C=C(SC1)CNC(=O)[C@H]1N(CCC1)C(CNC(C1=CC=C(C=C1)C(C)C1=CC=CC=C1)=O)=O (2S)-N-((4-carbamimidoylthiophen-2-yl)methyl)-1-((4-(1-phenylethyl)benzoyl)glycyl)pyrrolidine-2-carboxamide